COC=1C=C2C(=NC(=NC2=CC1)N1CCCCC1)N 6-methoxy-2-(piperidine-1-yl)quinazoline-4-amine